(S)-2-((6-bromoquinazolin-4-yl)amino)-1-(pyrrolidin-1-yl)propan-1-one BrC=1C=C2C(=NC=NC2=CC1)N[C@H](C(=O)N1CCCC1)C